(-)-1-(1-naphthyl)-2-(2-naphthyl)-1,2-ethylene glycol C1(=CC=CC2=CC=CC=C12)C(C(C1=CC2=CC=CC=C2C=C1)O)O